N-((7R)-2-cyano-2-azabicyclo[2.2.1]heptan-7-yl)-5-(3-(phenylamino)pyridin-4-yl)thiazole-2-carboxamide C(#N)N1C2CCC(C1)[C@H]2NC(=O)C=2SC(=CN2)C2=C(C=NC=C2)NC2=CC=CC=C2